2-(2-Ethyl-7-methyl-4-oxofuro[2,3-d]pyridazin-5(4H)-yl)-N-(5-fluoropyrimidin-2-yl)acetamide C(C)C1=CC2=C(C(=NN(C2=O)CC(=O)NC2=NC=C(C=N2)F)C)O1